OC1=C(N(C(=CC1=O)C)C)CNC(=O)CCOC(CCCCCC(=O)[O-])=O {2-[(3-hydroxy-1,6-dimethyl-4-oxo-1,4-dihydro-pyridin-2-ylmethyl)-carbamoyl]-ethyl}-pimelate